N1(CCOCC1)C(=O)C=1C=C(C=NC1)C(CC(=O)O)N1N=CC2=CC(=CC=C12)OCCC1=NC=2NCCCC2C=C1 3-(5-(morpholine-4-carbonyl)pyridin-3-yl)-3-(5-(2-(5,6,7,8-tetrahydro-1,8-naphthyridin-2-yl)ethoxy)-1H-indazol-1-yl)propanoic acid